CC1=C(C=CC(=C1)C)SC1=C(C=CC=C1)N1CCNCC1 1-[2-(2,4-dimethylphenylsulfanyl)phenyl]Piperazine